N[S@@](=NC(CC1=C(C=C(C=C1C(C)C)C#CC1CCCCC1)C(C)C)=O)(=O)C1=NN(C(=C1)C(C)(C)O)C1=CC=CC=C1 (S)-N-(amino(5-(2-hydroxypropan-2-yl)-1-phenyl-1H-pyrazol-3-yl)(oxo)-λ6-sulfaneylidene)-2-(4-(cyclohexylethynyl)-2,6-diisopropylphenyl)acetamide